C(C1=CC=CC=C1)C=1C(=NC=C(N1)C1=CC=CC=C1)N\C(\C(=O)OC(C)(C)C)=C\C1=CN=NS1 tert-Butyl (E)-2-((3-benzyl-5-phenylpyrazin-2-yl)amino)-3-(1,2,3-thiadiazol-5-yl)acrylate